3-fluoro-4-[[6-methoxy-7-(2-methoxyethoxy)-4-quinolyl]oxy]aniline FC=1C=C(N)C=CC1OC1=CC=NC2=CC(=C(C=C12)OC)OCCOC